C1(CC1)COC(=O)N1CCN(CC1)C1=CC=C(C=C1)C1=C(C=C(C=C1)Cl)N1CC(CCC1)N1N=CC(=C1C(F)(F)F)C(=O)OCC 4-(4'-chloro-2'-{3-[4-(ethoxycarbonyl)-5-(trifluoromethyl)-1H-pyrazol-1-yl]piperidin-1-yl}[1,1'-biphenyl]-4-yl)piperazine-1-carboxylic acid cyclopropylmethyl ester